ClC1=NC(=CC(=C1)C=1C(=NN2C1N=C(C=C2)C(=O)N[C@@H](CO)C)C2=CC(=CC=C2)C#N)C 3-(2-Chloro-6-methyl-4-pyridyl)-2-(3-cyanophenyl)-N-[(1R)-2-hydroxy-1-methyl-ethyl]pyrazolo[1,5-a]pyrimidine-5-carboxamide